NC=1C(=NC(=C(N1)N1N=CC=N1)C1=CN(C(C=C1)=O)C)C(=O)NCC1=C(C=CC=C1F)F 3-amino-N-[(2,6-difluorophenyl)methyl]-6-(1-methyl-6-oxo-1,6-dihydropyridin-3-yl)-5-(2H-1,2,3-triazol-2-yl)pyrazine-2-carboxamide